COC(C=1C(N=C)=CC=CC1)=O Methyleneanthranilic acid methyl ester